FC1=C(C=CC(=C1)F)S(=O)(=O)NC=1C(=NC=C(C1)C=1C=C2C(=NC=NC2=CC1)N1CCN(CC1)C(\C=C\C(C)=O)=O)C(=O)OC methyl (E)-3-((2,4-difluoro-phenyl) sulfonamido)-5-(4-(4-(4-oxopent-2-enoyl) piperazin-1-yl) quinazolin-6-yl)picolinate